t-butylimino-tris(pyrrolidinyl)phosphine C(C)(C)(C)N=P(N1CCCC1)(N1CCCC1)N1CCCC1